FC=1C=CC=C2C=NN3C(C12)=NN=C3C 10-fluoro-3-methyl-[1,2,4]triazolo[3,4-a]phthalazine